2-(3-((R)-(4-methyl-4H-1,2,4-triazol-3-yl)((1r,3R)-3-(trifluoromethoxy)-cyclobutyl)methyl)phenyl)-6-(((1-methylcyclobutyl)amino)methyl)-4-(trifluoromethyl)isoindolin-1-one CN1C(=NN=C1)[C@@H](C=1C=C(C=CC1)N1C(C2=CC(=CC(=C2C1)C(F)(F)F)CNC1(CCC1)C)=O)C1CC(C1)OC(F)(F)F